(D)-β-galactopyranosylthymine [C@H]1([C@H](O)[C@@H](O)[C@@H](O)[C@H](O1)CO)CC=1C(NC(NC1)=O)=O